3-[2-chloro-5-(2,3-dichloro-4-pyridinyl)-4-fluoro-phenyl]-5-methyl-4H-isoxazole-5-carboxylic acid ethyl ester C(C)OC(=O)C1(CC(=NO1)C1=C(C=C(C(=C1)C1=C(C(=NC=C1)Cl)Cl)F)Cl)C